2-(2-bromo-3-fluorophenyl)piperazine BrC1=C(C=CC=C1F)C1NCCNC1